3'-O-methylcytidine CO[C@@H]1[C@H](O[C@H]([C@@H]1O)N2C=CC(=NC2=O)N)CO